OC=1C=CC2=C(CC3CCCN(C3C2)CCC)C1 7-hydroxy-1-propyl-1,2,3,4,4a,5,10,10a-octahydrobenzo[g]quinolin